tert-butyl N-(6-methoxy-4-tetrahydrofuran-3-yl-1,5-naphthyridin-3-yl)carbamate COC=1N=C2C(=C(C=NC2=CC1)NC(OC(C)(C)C)=O)C1COCC1